C(C)OC(=O)C=1CNC(C1O)=O 4-hydroxy-5-oxo-2,5-dihydro-1H-pyrrole-3-carboxylic acid ethyl ester